n-capronitrile CCCCCC#N